FC(C(=O)OC)C(=O)OC.C[Si](O[Si](CCC(C)C)(C)C)(CCC(C)C)C 1,1,3,3-tetramethyl-1,3-bis(3-methylbutyl) disiloxane Dimethyl 2-fluoropropanedioate